2-(2,3,5,6-tetrakis(3,6-dimethyl-9H-carbazol-9-yl)-4-(4,6-diphenyl-1,3,5-triazin-2-yl)phenyl)benzo[d]oxazole CC=1C=CC=2N(C3=CC=C(C=C3C2C1)C)C1=C(C(=C(C(=C1N1C2=CC=C(C=C2C=2C=C(C=CC12)C)C)C1=NC(=NC(=N1)C1=CC=CC=C1)C1=CC=CC=C1)N1C2=CC=C(C=C2C=2C=C(C=CC12)C)C)N1C2=CC=C(C=C2C=2C=C(C=CC12)C)C)C=1OC2=C(N1)C=CC=C2